3-(2-(2-aminophenyl)acetamido)-N-phenylbenzamide NC1=C(C=CC=C1)CC(=O)NC=1C=C(C(=O)NC2=CC=CC=C2)C=CC1